ethyl gallate (ETHYL GALLATE) C(C)C1=C(C(=O)O)C=C(C(=C1O)O)O.C(C1=CC(O)=C(O)C(O)=C1)(=O)OCC